C(C1=CC=CC=C1)C1=CC2=C(N=C(N=C2)NC2=NC=C(C=C2)NC2=CC=CC=C2)N(C1=O)C1CCCC1 6-Benzyl-8-cyclopentyl-2-(5-phenylamino-pyridin-2-ylamino)-8H-pyrido[2,3-d]pyrimidin-7-one